diethyl(4-(benzyloxy)benzyl)phosphonate C(C)OP(OCC)(=O)CC1=CC=C(C=C1)OCC1=CC=CC=C1